[Li].P(=O)(=O)SP(=O)=O phosphosulfide lithium